(1R,2R)-1-amino-6-bromo-4,4-dimethyl-1,2,3,4-tetrahydronaphthalen-2-ol (2S,3S)-2,3-dihydroxysuccinate monohydrate O.O[C@H](C(=O)O)[C@@H](C(=O)O)O.N[C@H]1[C@@H](CC(C2=CC(=CC=C12)Br)(C)C)O